3-chloro-N-cyclopentyl-4-nitroaniline ClC=1C=C(NC2CCCC2)C=CC1[N+](=O)[O-]